(3R,4R)-3-Methyl-4-(3-methyl-4-(trifluoromethyl)phenyl)piperidine C[C@H]1CNCC[C@H]1C1=CC(=C(C=C1)C(F)(F)F)C